BrCCCCN1N=CN=C1 1-(4-bromobutyl)-1,2,4-triazole